C(C1=CC=CC=C1)COC(=O)N[C@@H](CC(N)=O)C(=O)O ((Benzylmethoxy)carbonyl)-L-asparagine